C(#N)/C(/C(=O)NC1=CC=C(C=C1)S(=O)(=O)C1=CC=CC=C1)=C(\C=1C=NOC1C)/O (Z)-2-cyano-3-hydroxy-3-(5-methylisoxazol-4-yl)-N-(4-(phenylsulfonyl)phenyl)acrylamide